(R)-3-(3-fluorophenyl)pyrrolidine FC=1C=C(C=CC1)[C@@H]1CNCC1